(1R,3S,5R)-2-(2-(3-acetyl-5-(2-methylpyrimidin-5-yl)-1H-indazol-1-yl)acetyl)-5-methyl-N-(5-methyl-[2,2'-bipyridin]-6-yl)-2-azabicyclo[3.1.0]hexane-3-carboxamide C(C)(=O)C1=NN(C2=CC=C(C=C12)C=1C=NC(=NC1)C)CC(=O)N1[C@@H]2C[C@@]2(C[C@H]1C(=O)NC1=C(C=CC(=N1)C1=NC=CC=C1)C)C